CC1=NC2=CC=C(C=C2N=C1C)C(=O)N1[C@H](C=2C(CC1)=C(N(N2)C)C2=CC(=C(C(=C2)F)F)F)C (2,3-dimethylquinoxalin-6-yl)-[(7S)-2,7-dimethyl-3-(3,4,5-trifluorophenyl)-5,7-dihydro-4H-pyrazolo[3,4-c]pyridin-6-yl]methanone